fluorophenyl sulfone, imidazolium salt N1C=[NH+]C=C1.FC1=C(C=CC=C1)S(=O)(=O)C1=C(C=CC=C1)F